BrC1=CC=C(C=2N=C(OC21)N2CC1CCC(C2)N1C(=O)OC(C)(C)C)CO tert-Butyl 3-(7-bromo-4-(hydroxymethyl)benzo[d]oxazol-2-yl)-3,8-diazabicyclo[3.2.1]octane-8-carboxylate